O1C(C1)CN1N=CC(=C1)B1OC(C(O1)(C)C)(C)C 1-(oxiran-2-ylmethyl)-4-(4,4,5,5-tetramethyl-1,3,2-dioxaborolan-2-yl)-1H-pyrazole